(2-oxo-1,3-dioxolane-4-yl) methylmethacrylate CC=C(C(=O)OC1OC(OC1)=O)C